C[Si](NC(C(CCl)Cl)=O)(C)C N-(trimethylsilyl)-2,3-dichloropropionamide